(S)-3-(3,4-dimethoxyphenyl)-2-hydrazino-2-methylpropionic acid COC=1C=C(C=CC1OC)C[C@](C(=O)O)(C)NN